7-(2,5-diphenyloxazol-4-yl)-3-(prop-1-en-2-yl)-1,7-naphthyridin-8(7H)-one C1(=CC=CC=C1)C=1OC(=C(N1)N1C=CC=2C=C(C=NC2C1=O)C(=C)C)C1=CC=CC=C1